BrC=1C=C(N[C@H]2[C@@H](CCCC2)O[Si](C)(C)C(C)(C)C)C=CC1Cl |r| rac-3-bromo-N-((1R,2R)-2-((tert-butyldimethylsilyl)oxy)cyclohexyl)-4-chloroaniline